(R)-[(3aR,4R,6R,6aR)-4-(4-chloropyrrolo[2,3-d]pyrimidin-7-yl)-2,2-dimethyl-3a,4,6,6a-tetrahydrofuro[3,4-d][1,3]dioxol-6-yl]-[5-chloro-2-(hydroxymethyl)phenyl]methanol ClC=1C2=C(N=CN1)N(C=C2)[C@@H]2O[C@@H]([C@H]1OC(O[C@H]12)(C)C)[C@H](O)C1=C(C=CC(=C1)Cl)CO